N-(3-fluoro-4-(4-methylpiperazin-1-yl)phenyl)formamide FC=1C=C(C=CC1N1CCN(CC1)C)NC=O